N-(3-fluoro-4-(4-methylpiperazin-1-yl)benzyl)-4,9-dioxo-4,9-dihydrothiazolo[5,4-g]isoquinoline-2-carboxamide FC=1C=C(CNC(=O)C=2SC=3C(C=4C=CN=CC4C(C3N2)=O)=O)C=CC1N1CCN(CC1)C